Methyl (S)-2-(((benzyloxy)carbonyl)amino)propionate C(C1=CC=CC=C1)OC(=O)N[C@H](C(=O)OC)C